N-methylol-acetamide C(O)NC(C)=O